N4-(4-(bicyclo[1.1.1]pentan-1-ylamino)pyrimidin-2-yl)-N1-(2-(dimethylamino)ethyl)-5-methoxy-N1-methyl-benzene-1,2,4-triamine C12(CC(C1)C2)NC2=NC(=NC=C2)NC=2C=C(C(=CC2OC)N(C)CCN(C)C)N